lithium L-gluconate O=C([C@@H](O)[C@H](O)[C@@H](O)[C@@H](O)CO)[O-].[Li+]